C1(=CC=CC=C1)NC=1N=NC=CC1 N-phenylpyridazin-3-amine